methyl 3-(3,5-difluorophenyl)-5-methyl-4H-isoxazole-5-carboxylate FC=1C=C(C=C(C1)F)C1=NOC(C1)(C(=O)OC)C